3-[(8aS)-2-[4-chloro-2-(trifluoromethyl)phenyl]-3-oxo-5,6,8,8a-tetrahydro-1H-imidazo[1,5-a]pyrazin-7-yl]-6-(2-ethoxypyridin-3-yl)-N-[(3-hydroxyoxetan-3-yl)methyl]pyridine-2-carboxamide ClC1=CC(=C(C=C1)N1C(N2[C@@H](CN(CC2)C=2C(=NC(=CC2)C=2C(=NC=CC2)OCC)C(=O)NCC2(COC2)O)C1)=O)C(F)(F)F